C(C1=CC=CC=C1)O[C@H]1[C@@H](C[C@@H]([C@H]1OCC1=CC=CC=C1)COCC1=CC=CC=C1)C1=CN=C2N1N=C(C=C2N2CC1C(C2)CCC1)Cl 3-[(2S,3S,4R,5R)-3,4-bis(benzyloxy)-5-[(benzyloxy)methyl]cyclopent-2-yl]-6-chloro-8-{hexahydro-1H-cyclopenta[c]pyrrol-2-yl}imidazo[1,2-b]pyridazine